COC=1C(=NC=C(C1)B1OC(C(O1)(C)C)(C)C)N(CC1=CC=C(C=C1)OC)CC1=CC=C(C=C1)OC 3-methoxy-N,N-bis(4-methoxybenzyl)-5-(4,4,5,5-tetramethyl-1,3,2-dioxaborolan-2-yl)pyridin-2-amine